C(C)N1C(NC2=C(C1=O)SC(=C2)CN2CCN(CC2)C=2C=CC(=NC2C)C#N)=O 5-(4-((3-ethyl-2,4-dioxo-1,2,3,4-tetrahydrothieno[3,2-d]pyrimidin-6-yl)methyl)piperazin-1-yl)-6-methylpicolinonitrile